4-[2-({2-[6-(benzylcarbamoyl)-3-methyl-1H-indol-1-yl]propanoyl}amino)-4-cyanophenyl]butanoic acid C(C1=CC=CC=C1)NC(=O)C1=CC=C2C(=CN(C2=C1)C(C(=O)NC1=C(C=CC(=C1)C#N)CCCC(=O)O)C)C